tert-Butyl 3-(4-amino-3-iodo-1H-pyrazolo[3,4-d]pyrimidin-1-yl)azetidine-1-carboxylate NC1=C2C(=NC=N1)N(N=C2I)C2CN(C2)C(=O)OC(C)(C)C